C12CN(CC2C1)C1=CC=C(C(=N1)C)CC=1C=C(N(C1)COCC[Si](C)(C)C)C(=O)O 4-[(6-{3-azabicyclo[3.1.0]hex-3-yl}-2-methylpyridin-3-yl)methyl]-1-{[2-(trimethylsilyl)ethoxy]methyl}-1H-pyrrole-2-carboxylic acid